C(C(=C)C)(=O)OCCOC1=CC(=C(C(=C1)N1N=C2C(=N1)C=CC(=C2)OC)O)C(C)(C)C 2-(3-(tert-butyl)-4-hydroxy-5-(5-methoxy-2H-benzo[d][1,2,3]-triazol-2-yl)phenoxy)ethyl methacrylate